3-methoxy-1-methyl-4-((trimethylsilyl)ethynyl)-1H-pyrazole COC1=NN(C=C1C#C[Si](C)(C)C)C